2-methyl-N-[(1R)-1-(1-naphthyl)ethyl]-5-(1H-pyrazol-4-yl)benzamide CC1=C(C(=O)N[C@H](C)C2=CC=CC3=CC=CC=C23)C=C(C=C1)C=1C=NNC1